NC1=CC=C(OC2=C(C=C(C=C2)C2=CC(=C(C=C2)OC2=CC=C(C=C2)N)OCCCC(=O)O)OCCCC(=O)O)C=C1 4,4'-bis(4-aminophenoxy)-3,3'-bis(3-carboxypropoxy)biphenyl